COC=1C=CC(CC1C=1C2=C(OCC1)C=1C=CC(=CC1C1=C2C(C2=CC(=CC=C21)C2=CC=C(C=C2)[Si](C)(C)C)(CCC)CCC)N2CCCCC2)(OCCOCCOC(C)C(=O)C(=C)C)C2=CC=CC=C2 6-methoxy-7-(piperidin-1-yl)-11-(4-trimethylsilylphenyl)-13,13-dipropyl-3-phenyl-3-(2-(2-(1-methacroylethoxy)ethoxy)ethoxy)phenyl-3H,13H-indeno[2',3':3,4]naphtho[1,2-b]pyran